(2S)-3-amino-1,2-propanediol NC[C@@H](CO)O